ClC1=NC(=CC(=N1)N1C[C@@H](CC1)NC(OC(C)(C)C)=O)C (R)-tert-butyl (1-(2-chloro-6-methylpyrimidin-4-yl)pyrrolidin-3-yl)carbamate